5-fluoro-2,4-dioxo-3,4-dihydropyrimidin FC=1C(NC(NC1)=O)=O